4,4'-(1-methylethylidene)bis[2,6-dimethylphenol] CC(C)(C1=CC(=C(C(=C1)C)O)C)C1=CC(=C(C(=C1)C)O)C